FC1=C(C=CC=C1)C1NC2=CC=CC=C2C(N1CCCCCCC(=O)NO)=O 7-(2-(2-fluorophenyl)-4-oxo-1,4-dihydroquinazolin-3(2H)-yl)-N-hydroxyheptanamide